CC1=C(C=CC(=C1)NC(=O)N)NC(=O)N (2-methyl-1,4-phenylene)diurea